C(C)(C)(C)[Si](C)(C)OCCC=1SC(=C(C1)C)F tert-butyl-(2-(5-fluoro-4-methylthiophene-2-yl)ethoxy)dimethylsilane